5-(2,2,2-trifluoroethoxy)-1,3,4-thiadiazole FC(COC1=NN=CS1)(F)F